BrC1=C(C=C(C(=C1)F)F)NC(C)=O N-(2-bromo-4,5-difluoro-phenyl)acetamide